C(O[C@@H]1CC[C@H](CC1)NC1=NC=C(C(=N1)C1=CC(=CC=C1)N1C(OCCC1)=O)F)(OC1=CC=C(C=C1)[N+](=O)[O-])=O trans-4-((5-fluoro-4-(3-(2-oxo-1,3-oxazinan-3-yl)phenyl)pyrimidin-2-yl)amino)cyclohexyl (4-nitrophenyl) carbonate